FC(N1N=C(C(=C1)C(=O)NC1CCC(CC1)NC1=CC=CC=2N1C=C(N2)C(F)(F)F)C(F)F)F 1,3-bis(difluoromethyl)-N-[(1s,4s)-4-{[2-(trifluoromethyl)imidazo[1,2-a]pyridin-5-yl]amino}cyclohexyl]-1H-pyrazole-4-carboxamide